[Si](C)(C)(C(C)(C)C)OCC[C@@H](C(C)(O)C)O (3S)-5-[(tert-butyldimethylsilyl)oxy]-2-methylpentane-2,3-diol